NC1=C2C(=NC=N1)N(N=C2C2=CC=C(C=C2)CNC(C2=CC(=CC=C2)C#N)=O)C2CCCC2 N-[[4-(4-amino-1-cyclopentyl-pyrazolo[3,4-d]pyrimidin-3-yl)phenyl]methyl]-3-cyano-benzamide